2-methyl-3-(trifluoromethyl)phenylboronic acid CC1=C(C=CC=C1C(F)(F)F)B(O)O